2-carboxy-7-((3'-methoxy-[1,1'-biphenyl]-2-yl)oxy)-1,2,3,4-tetrahydronaphthalene C(=O)(O)C1CC2=CC(=CC=C2CC1)OC1=C(C=CC=C1)C1=CC(=CC=C1)OC